rhenium molybdenum tungsten [W].[Mo].[Re]